3-(((7-(1H-Pyrazol-4-yl)-2,3-dihydrofuro[3,2-c]pyridin-4-yl)amino)methyl)-N-(2-morpholinoethyl)benzamid N1N=CC(=C1)C=1C2=C(C(=NC1)NCC=1C=C(C(=O)NCCN3CCOCC3)C=CC1)CCO2